methyl cis-4-((4-amino-3-fluorobenzyl)(methyl)amino)cyclohexane-1-carboxylate NC1=C(C=C(CN([C@H]2CC[C@H](CC2)C(=O)OC)C)C=C1)F